ClC(=O)C1=C(C(=O)OCC(CC)(COC(C2=C(C=CC=C2)C(=O)Cl)=O)COC(C2=C(C=CC=C2)C(=O)Cl)=O)C=CC=C1 2,2-bis[(2-chlorocarbonylbenzoyl)oxymethyl]butyl 2-chlorocarbonyl-benzoate